N-((3aR,5s,6aS)-2-((tetrahydro-2H-pyran-4-yl)methyl-d2)octahydrocyclopenta[c]pyrrol-5-yl)-7-(4-(trifluoromethyl)pyridin-3-yl)thieno[2,3-d]pyridazin-4-amine O1CCC(CC1)C(N1C[C@@H]2[C@H](C1)CC(C2)NC2=C1C(=C(N=N2)C=2C=NC=CC2C(F)(F)F)SC=C1)([2H])[2H]